ClC=1C=C(C=NC1N1N=CC=C1)N 5-chloro-6-(1H-pyrazol-1-yl)pyridin-3-amine